C(C)OC(=O)[C@@H]1[C@H](CC[C@@](C1)(C)O)NC(=O)OC(C)(C)C (1S,2S,5R)-2-((tert-Butoxycarbonyl)amino)-5-hydroxy-5-methylcyclohexane-1-carboxylic acid ethyl ester